COC(=O)C=1C(N(C(=C(C1C1=CC(=C(C=C1)Cl)Cl)C#CC)C)C1=CC(=CC(=C1)F)Cl)=O 1-(3-chloro-5-fluoro-phenyl)-4-(3,4-dichlorophenyl)-6-methyl-2-oxo-5-prop-1-ynyl-pyridine-3-carboxylic acid methyl ester